FC(C=1C=CC=2N(C1)C=C(N2)C=O)(F)F 6-(trifluoromethyl)imidazo[1,2-a]pyridine-2-carbaldehyde